BrC=1C=C(C(=NC1)[N+](=O)[O-])NCC(F)F 5-bromo-N-(2,2-difluoroethyl)-2-nitropyridin-3-amine